NC1=C2N=CN(C2=NC(=N1)F)[C@H]1C[C@@H]([C@@](O1)(C#C)COP(=O)(OC1=CC=CC=C1)N[C@H](C(=O)OCC(CC)CC)CC1=CC(=CC(=C1)F)F)O 2-ethylbutyl (2S)-2-(((((2R,3S,5R)-5-(6-amino-2-fluoro-9H-purin-9-yl)-2-ethynyl-3-hydroxytetrahydrofuran-2-yl)methoxy)(phenoxy)phosphoryl)amino)-3-(3,5-difluorophenyl)propanoate